2-((4-(bis((4-fluorobenzyl)thio)methyl)-2-methoxyphenoxy)methyl)-5-fluorobenzo[d]oxazole FC1=CC=C(CSC(C2=CC(=C(OCC=3OC4=C(N3)C=C(C=C4)F)C=C2)OC)SCC2=CC=C(C=C2)F)C=C1